C(C1=CC=C(C(=O)[O-])C=C1)(=O)OCC(O)CC(CCCC)CC (2-ethylhexyl 2-hydroxyethyl) terephthalate